(4-((3-(benzo[d][1,3]dioxol-5-yl)-2-methylbenzyl) oxy)-3-chlorophenyl)-2-cyanoacrylate O1COC2=C1C=CC(=C2)C=2C(=C(COC1=C(C=C(C=C1)OC(C(=C)C#N)=O)Cl)C=CC2)C